5-(3-(1,1-dioxido-4-oxo-1,2,5-thiadiazolidin-2-yl)-2-fluoro-4-hydroxyphenyl)picolinonitrile O=S1(N(CC(N1)=O)C=1C(=C(C=CC1O)C=1C=CC(=NC1)C#N)F)=O